ClC1=C2C(NC(=NC2=C(C=C1)Cl)NC(C)C)=O 5,8-dichloro-2-(isopropylamino)quinazolin-4(3H)-one